2,2'-thio-bis[4-(1,1,3,3-tetramethyl-butyl)phenol] S(C1=C(C=CC(=C1)C(CC(C)(C)C)(C)C)O)C1=C(C=CC(=C1)C(CC(C)(C)C)(C)C)O